dimethyl-dimethylaminoaminosilane C[SiH](NN(C)C)C